The molecule is a tartaric acid anion that is the conjugate base of 3-carboxy-2,3-dihydroxypropanoate. It has a role as a human xenobiotic metabolite and a plant metabolite. It is a tartrate and a C4-dicarboxylate. It is a conjugate base of a 3-carboxy-2,3-dihydroxypropanoate. C(C(C(=O)[O-])O)(C(=O)[O-])O